N1N=CN=C1[C@@H]1CN(CC1)C(=O)N1CC2(C1)C[C@H](CC2)OC2=NC=C(N=C2)C(F)(F)F [(3S)-3-(1H-1,2,4-Triazol-5-yl)pyrrolidin-1-yl]-[(6S)-6-[5-(trifluoromethyl)pyrazin-2-yl]oxy-2-azaspiro[3.4]octan-2-yl]methanone